Tert-butyl 4-{[2-(4-fluorophenyl)imidazo[1,2-a]pyridine-3-yl]methyl}piperazine-1-carboxylate FC1=CC=C(C=C1)C=1N=C2N(C=CC=C2)C1CN1CCN(CC1)C(=O)OC(C)(C)C